SCCCSCCCS (3-mercaptopropyl)sulfide